7-[4-(9-phenyl-9H-carbazole-2-yl)quinazolin-2-yl]-7H-dibenzo[c,g]carbazole C1(=CC=CC=C1)N1C2=CC=CC=C2C=2C=CC(=CC12)C1=NC(=NC2=CC=CC=C12)N1C=2C=CC3=C(C2C=2C4=C(C=CC12)C=CC=C4)C=CC=C3